2,6-dichloro-N-(4-nitrophenylethyl)quinolin-4-amine ClC1=NC2=CC=C(C=C2C(=C1)NCCC1=CC=C(C=C1)[N+](=O)[O-])Cl